1-[(Diethylamino)methyl]-4-hydroxy-7-phenoxyisoquinoline-3-carboxylic acid methyl ester COC(=O)C=1N=C(C2=CC(=CC=C2C1O)OC1=CC=CC=C1)CN(CC)CC